N-(2-(3,8-diazabicyclo[3.2.1]oct-8-yl)pyrimidin-4-yl)-1H-indazol-5-amine C12CNCC(CC1)N2C2=NC=CC(=N2)NC=2C=C1C=NNC1=CC2